COC1=C(C=CC(=C1)OC)CNC1=NC=CC=2C(=CC=CC12)NCC1=C(C=C(C=C1)CCN1[C@@H]2CN([C@H](C1)C2)C(C)C)F N1-[(2,4-dimethoxyphenyl)methyl]-N5-[[2-fluoro-4-[2-[(1S,4S)-5-isopropyl-2,5-diazabicyclo[2.2.1]heptan-2-yl]ethyl]phenyl]methyl]isoquinoline-1,5-diamine